tert-butyl 3-(Dimethylphosphorylmethyl)-3-methyl-azetidine-1-carboxylate CP(=O)(C)CC1(CN(C1)C(=O)OC(C)(C)C)C